CC1(CC(C1)C1=CC(=CC=C1)Cl)C1=C(C=NC2=CC(=C(C=C12)Br)F)[N+](=O)[O-] Methyl-1-(6-bromo-7-fluoro-3-nitroquinolin-4-yl)-3-(3-chlorophenyl)cyclobutane